ClC1=C(C=CC=C1)C1=NC(=CC=2C3=CC=CC=C3N(C12)CC1=CC=C(C=C1)F)\C=N\NC=1C(N=C2C=CC=CC12)=O ((E)-(1-(2-chlorophenyl)-9-(4-fluorobenzyl)-β-carbolin-3-yl)methylenehydrazino)indol-2-one